ClC1=C(OCC2=CC=CC(=N2)CC2CCN(CC2)CC2=NC3=C(N2C[C@H]2OCC2)C=C(C=C3)C(=O)O)C=CC(=C1)C1CC1 2-{[4-({6-[(2-chloro-4-cyclopropylphenoxy)methyl]pyridin-2-yl}methyl)piperidin-1-yl]methyl}-1-{[(2S)-oxetan-2-yl]methyl}-1H-1,3-benzodiazole-6-carboxylic acid